3-(4-ethyl-piperazin-1-yl)-aniline C(C)N1CCN(CC1)C=1C=C(N)C=CC1